OC[C@H](C1=CC=CC=C1)NC1=NC(=NC=C1C1=NC(=NO1)C12CCN(CC1)CC2)NC=2C=C1C(N(C(C1=CC2)=O)CC2=CC=C(C=C2)OC)=O (S)-5-((4-((2-Hydroxy-1-phenylethyl)amino)-5-(3-(quinuclidin-4-yl)-1,2,4-oxadiazol-5-yl)pyrimidin-2-yl)amino)-2-(4-methoxybenzyl)isoindoline-1,3-dione